C(#N)[C@H]1[C@@H](CN(C12CC2)C(=O)OC(C)(C)C)C2=CC(=CC=C2)OC(F)F |r| Racemic-tert-butyl (6R,7S)-7-cyano-6-(3-(difluoromethoxy)phenyl)-4-azaspiro[2.4]heptane-4-carboxylate